C(C1=CC=CC=C1)OC1(C2=NN=C(C=3C(=CC(=C(NC(CCCOC1)(C)C)N3)C(F)(F)F)[N+](=O)[O-])O2)C(F)(F)F 6-Benzyloxy-12,12-dimethyl-17-nitro-6,15-bis(trifluoromethyl)-8,19-dioxa-3,4,13,18-tetrazatricyclo[12.3.1.12,5]nonadeca-1(18),2,4,14,16-pentaene